N[C@@H](CC(=O)OCC)C=1C=C(C=C(C1F)C)C1=C(C=C(C=C1Cl)C)Cl (S)-ethyl 3-amino-3-(2',6'-dichloro-4-fluoro-4',5-dimethylbiphenyl-3-yl)propanoate